2-fluoro-5-methyl-4-((7-methyl-8-oxo-9-(tetrahydrofuran-3-yl)-8,9-dihydro-7H-purin-2-yl)amino)benzamide FC1=C(C(=O)N)C=C(C(=C1)NC1=NC=C2N(C(N(C2=N1)C1COCC1)=O)C)C